O(C1=CC=CC=C1)C=1C=C(C=C(C1)N)N 5-phenoxy-1,3-diaminobenzene